FC1(CC2(C1)C[C@H](N(CC2)CC2=C1C=CNC1=C(C=C2OC)C)C=2C=C(C(=NC2)C(=O)N)F)F (S)-5-(2,2-difluoro-7-((5-methoxy-7-methyl-1H-indol-4-yl)methyl)-7-azaspiro[3.5]nonan-6-yl)-3-fluoropicolinamide